cumyl phenyl dithioacetate CC(C)(C1=CC=CC=C1)OC(=O)C(C2=CC=CC=C2)(S)S